[K+].S(=O)(=O)([O-])OCC(CO)(CO)CO pentaerythritol sulphate potassium salt